(2R)-2-[(2-amino{[(1S)-1-phenylethyl]thio}[1,3]thiazolo[4,5-d]pyrimidin-7-yl)amino]-4-methylpentan-1-ol NC=1SC2=C(N=C(N=C2N[C@@H](CO)CC(C)C)S[C@@H](C)C2=CC=CC=C2)N1